COC1=CC=C(C=C1)C1=CC=C2CCC(N(C2=C1)CCN1CCOCC1)=O 7-(4-methoxyphenyl)-1-(2-morpholinoethyl)-3,4-dihydroquinolin-2(1H)-one